FC=1C=CC(=NC1)NC1=CC=C(C=C1)C 5-fluoro-N-(p-tolyl)pyridin-2-amine